OC[C@H](C1=CC=CC=C1)NC1=CC(=NC=C1C1=NC2(CO1)CCOCC2)NC=2N=CC1=C(N2)C(N(C1=O)CCC)(C)C (S)-2-((4-((2-hydroxy-1-phenylethyl)amino)-5-(3,8-dioxa-1-azaspiro[4.5]dec-1-en-2-yl)pyridin-2-yl)amino)-7,7-dimethyl-6-propyl-6,7-dihydro-5H-pyrrolo[3,4-d]pyrimidin-5-one